2-formylnaphthalene phenylhydrazone C1(=CC=CC=C1)NN=CC1=CC2=CC=CC=C2C=C1